FC(C=1C=CC=2N(N1)C(=CN2)C2CC(C(CN2)CCS(=O)(=O)N)(C)F)F (1-(6-(6-(difluoromethyl)imidazo[1,2-b]pyridazin-3-yl)-4-fluoro-4-methylpiperidin-3-yl)methyl)methanesulfonamide